O=C1NCC(CC1)C(F)(F)F 2-oxo-5-(trifluoromethyl)piperidin